O=C[C@H](O)[C@@H](O)[C@@H](O)[C@H](O)CO.[Mn] manganese galactose